ON=C(N)C1=NC=C(C=C1SC1=CC=CC=C1)C(F)(F)F N'-hydroxy-3-phenylsulfanyl-5-(trifluoromethyl)pyridine-2-carboxamidine